BrC=1C=C2C=C(C(=NC2=CC1)OC)[C@H]([C@](CCN(C)C)(O)C1=CC=C(C=C1)I)C1=CC=CC=C1 (1R,2S)-1-(6-bromo-2-methoxyquinolin-3-yl)-4-(N,N-dimethylamino)-2-(4-iodophenyl)-1-phenylbutan-2-ol